O'-p-toluoyl-tartaric acid C1(=CC=C(C=C1)C(=O)OC(C(C(C(=O)O)O)O)=O)C